C(\C=C/C(=O)O)(=O)O.ClC=1C(=CC2=C(N(C3=C(CC2)C=CC=C3)CCCCNC/C=C/C(=O)OCC)C1)O Ethyl (E)-4-[4-(3-Chloro-2-hydroxy-10,11-dihydro-dibenzo[b,f]azepin-5-yl)-butylamino]-but-2-enoate maleate